[4-(6-aminopyridazin-3-yl)piperidin-1-yl][4-(4-(trifluoromethyl)phenoxy)phenyl]methanone NC1=CC=C(N=N1)C1CCN(CC1)C(=O)C1=CC=C(C=C1)OC1=CC=C(C=C1)C(F)(F)F